C(C)(C)(C)OC(=O)N1[C@@H](C[C@H](CC1)N1N=CC=2C(=NC=3C(=C(C(=CC3C21)Cl)C2=C(C(=CC=C2)C)C(F)(F)F)F)SC)CC#N (2S,4S)-4-(8-chloro-6-fluoro-7-(3-methyl-2-(trifluoromethyl)phenyl)-4-(methylsulfanyl)-1H-pyrazolo[4,3-c]quinolin-1-yl)-2-(cyanomethyl)piperidine-1-carboxylic acid tert-butyl ester